(S)-(2,7-dimethyl-3-(3,4,5-trifluorophenyl)-2,4,5,7-tetrahydro-6H-pyrazolo[3,4-c]pyridin-6-yl)(1-methyl-1H-indol-7-yl)methanone CN1N=C2[C@@H](N(CCC2=C1C1=CC(=C(C(=C1)F)F)F)C(=O)C=1C=CC=C2C=CN(C12)C)C